C12(CC3CC(CC(C1)C3)C2)NCCCC 4-(1-Adamantyl)aminobutan